2-(4,7-dichloro-6-(4-((3aR,6aS)-hexahydropyrrolo[3,4-c]pyrrol-2(1H)-yl)phenyl)-2H-indazol-2-yl)-2-((R)-6-fluoro-6,7-dihydro-5H-pyrrolo[1,2-c]imidazol-1-yl)-N-(thiazol-2-yl)acetamide ClC=1C2=CN(N=C2C(=C(C1)C1=CC=C(C=C1)N1C[C@@H]2CNC[C@@H]2C1)Cl)C(C(=O)NC=1SC=CN1)C1=C2N(C=N1)C[C@@H](C2)F